Rac-N-{5-[3-(2,3-dimethylphenyl)-1,2,4-oxadiazole-5-carbonyl]-4-hydroxy-1,3-thiazol-2-yl}-N-(4-fluorophenyl)-alanine ethyl ester C(C)OC([C@@H](N(C1=CC=C(C=C1)F)C=1SC(=C(N1)O)C(=O)C1=NC(=NO1)C1=C(C(=CC=C1)C)C)C)=O |r|